3-(3-Ethyl-5-methylphenyl)-N-methylcyclobutan-1-amine, trifluoroacetate salt FC(C(=O)O)(F)F.C(C)C=1C=C(C=C(C1)C)C1CC(C1)NC